ClC1=CC=C(C2=C1C=C(O2)F)COC2=NC(=NC=C2F)C2CCC(CC2)CC2=NC1=C(N2C[C@H]2OCC2)C=C(C=C1)C(=O)OC methyl (S)-2-((4-(4-((4-chloro-2-fluorobenzofuran-7-yl)methoxy)-5-fluoropyrimidin-2-yl)cyclohexyl)methyl)-1-(oxetan-2-ylmethyl)-1H-benzo[d]imidazole-6-carboxylate